SCCC(=O)O.SCCC(=O)O.SCCC(=O)O.C(O)C(CC)(CO)CO Trimethylolpropan tri(3-mercaptopropionat)